3-chloro-1-(2-fluorophenyl)propan-1-one ClCCC(=O)C1=C(C=CC=C1)F